COC(=O)C1=CC2=CN(N=C2C=C1OCC1=CC=C(C=C1)OC)C1CCOCC1 6-((4-methoxybenzyl)oxy)-2-(tetrahydro-2H-pyran-4-yl)-2H-indazole-5-carboxylic acid methyl ester